[4-(4-bromoimidazol-1-yl)phenyl]methanol BrC=1N=CN(C1)C1=CC=C(C=C1)CO